N-(4-(4-((8-methoxy-7-(1H-pyrazol-4-yl)-[1,2,4]triazolo[1,5-c]pyrimidin-2-yl)amino)piperidine-1-carbonyl)phenyl)acrylamide COC=1C=2N(C=NC1C=1C=NNC1)N=C(N2)NC2CCN(CC2)C(=O)C2=CC=C(C=C2)NC(C=C)=O